3,4,5-trinitropyrazole [N+](=O)([O-])C1=NNC(=C1[N+](=O)[O-])[N+](=O)[O-]